6-(benzyloxy)-3-isopropyl-3,4-dihydrofuro[2,3-h]isoquinoline C(C1=CC=CC=C1)OC=1C=C2CC(N=CC2=C2C1OC=C2)C(C)C